C(C)(=O)OC[C@H]1N(C[C@@H](C1)OC1=CC=C(C=C1)C(F)(F)F)C(=O)OCC1=CC=CC=C1 benzyl (2S,4R)-2-(acetoxymethyl)-4-(4-(trifluoromethyl)phenoxy)pyrrolidine-1-carboxylate